(S)-2-methoxy-5-(4-((1-(tetrahydro-2H-pyran-4-carbonyl)pyrrolidin-3-yl)amino)quinazolin-6-yl)nicotinaldehyde COC1=C(C=O)C=C(C=N1)C=1C=C2C(=NC=NC2=CC1)N[C@@H]1CN(CC1)C(=O)C1CCOCC1